3-oxa-9-ethylidene-tricyclo[6.2.1.02,7]undecane C(C)=C1C2C3CCCOC3C(C1)C2